FC=1C(=C(C=CC1)C1=C(C(=C(C(=C1F)F)F)F)F)N1C2=CC=CC=C2C=2C=CC=CC12 9-(3,2',3',4',5',6'-hexafluorobiphenyl-2-yl)-9H-carbazole